tert-Butyl 2-(3-oxa-8-azabicyclo[3.2.1]octan-8-yl)pyridine-4-carboxylate C12COCC(CC1)N2C2=NC=CC(=C2)C(=O)OC(C)(C)C